methyl-pyrazole-3-carboxylic acid CC=1C(=NNC1)C(=O)O